α-nitroethylamine [N+](=O)([O-])C(C)N